BrC=1C(=C(C=CC1)CNCC1=C(C=C(C=C1)OCC1=CC=C(C=C1)OC)O)F 2-({[(3-bromo-2-fluorophenyl)methyl]amino}methyl)-5-[(4-methoxyphenyl)methoxy]phenol